7-[[5-[(2R)-2-[(cyclopropyl-amino)meth-yl]morpholin-4-yl]-2-pyridyl]amino]-4-(7-fluoro-imidazo[1,2-a]pyridin-3-yl)isoindolin-1-one C1(CC1)NC[C@@H]1CN(CCO1)C=1C=CC(=NC1)NC=1C=CC(=C2CNC(C12)=O)C1=CN=C2N1C=CC(=C2)F